CN(C(=N)NCCSCC=1N=CNC1C)C#N methyl-N'-[2-[[(5-methyl-1H-imidazol-4-yl)methyl]thio]ethyl]-N-cyanoguanidine